FC(C(C)N1N=CN=C1C(=O)OC)F methyl 1-(1,1-difluoropropan-2-yl)-1H-1,2,4-triazole-5-carboxylate